C(C1=CC=CC=C1)N1S(C2=C(C3=C1C=C(C=C3)OC)C=C(C(=C2)OC)OC)(=O)=O 6-benzyl-2,3,8-trimethoxy-6H-dibenzo[c,e][1,2]thiazine 5,5-dioxide